5-{[(4-Fluorophenyl)methyl](methyl)amino}-3-[1-(3-hydroxypyrrolidin-1-carbonyl)-4-methyl-6-oxopiperidin-3-yl]-1-(3-methoxy-2,2-dimethylpropanoyl)-1H-pyrazol-4-carbonitril FC1=CC=C(C=C1)CN(C1=C(C(=NN1C(C(COC)(C)C)=O)C1CN(C(CC1C)=O)C(=O)N1CC(CC1)O)C#N)C